BrC1=CC(=C(C=C1)B(O)O)SC (4-bromo-2-(methylthio)phenyl)boronic acid